2-(6-((1s,3s)-3-aminocyclobutoxy)-1,2,4-triazin-3-yl)-5-(1H-imidazol-1-yl)phenol NC1CC(C1)OC1=CN=C(N=N1)C1=C(C=C(C=C1)N1C=NC=C1)O